C(CCCCCCCCCCCCCCC(=O)OCC1=CC=CC=C1)(=O)OCC1=CC=CC=C1 Dibenzyl hexadecanedioate